isobutyric acid (E)-3,7-dimethyloct-2,6-dien-1-yl ester C\C(=C/COC(C(C)C)=O)\CCC=C(C)C